(Z)-N-(3-cyclohexylthiazol-2(3H)-ylidene)-1H-pyrrolo[2,3-b]pyridine-3-carboxamide C1(CCCCC1)N1/C(/SC=C1)=N/C(=O)C1=CNC2=NC=CC=C21